CC1=CC2=C(S1)C(=CC=C2)C(=O)O 2-methylbenzo[B]thiophene-7-carboxylic acid